ClC1=C(C=CC=C1)C[C@H](C(=O)OCC)NS(=O)(=O)C1=CC=C(C=C1)OC(F)(F)F ethyl (R)-3-(2-chlorophenyl)-2-((4-(trifluoromethoxy)phenyl)sulfonamido)propanoate